5-[(2,5-difluorophenoxymethylthio)methyl]oxazol-2(3H)-one FC1=C(OCSCC2=CNC(O2)=O)C=C(C=C1)F